3-[2-(1-{[5-methyl-3-(trifluoromethyl)-1H-pyrazol-1-yl]acetyl} piperidin-4-yl)-1,3-thiazol-4-yl]-1,5-dihydro-2,4-benzodioxepin-6-yl methanesulfonate CS(=O)(=O)OC1=CC=CC=2COC(OCC21)C=2N=C(SC2)C2CCN(CC2)C(CN2N=C(C=C2C)C(F)(F)F)=O